((6-(3,5-dimethyl-4-(pyrimidin-2-yl)-1H-pyrazol-1-yl)hexyl)amino)-2-(2,6-dioxopiperidin-3-yl)isoindoline-1,3-dione CC1=NN(C(=C1C1=NC=CC=N1)C)CCCCCCNC1=C2C(N(C(C2=CC=C1)=O)C1C(NC(CC1)=O)=O)=O